4-[1-(1H-pyrrolo[2,3-b]pyridin-4-yl)-1H-pyrazol-4-yl]phenol N1C=CC=2C1=NC=CC2N2N=CC(=C2)C2=CC=C(C=C2)O